1-1-n-hexadecyl-3-methylimidazole tetrafluoroborate F[B-](F)(F)F.C(CCCCCCCCCCCCCCC)N1CN(C=C1)C